(S)-4-((2-(3,5-difluorophenoxy)ethyl)(4-(5,6,7,8-tetrahydro-1,8-naphthyridin-2-yl)butyl)amino)-2-((1-methyl-1H-indazol-3-yl)amino)butanoic acid FC=1C=C(OCCN(CC[C@@H](C(=O)O)NC2=NN(C3=CC=CC=C23)C)CCCCC2=NC=3NCCCC3C=C2)C=C(C1)F